C(#N)C1=C(C=C(C=C1)N1C(N(C(C1=O)(C)C)CCNC(C1=C(C=CC(=C1)CC1=NNC(C2=CC=CC=C12)=O)F)=O)=O)C(F)(F)F N-(2-(3-(4-cyano-3-(trifluoromethyl)phenyl)-5,5-dimethyl-2,4-dioxoimidazolidin-1-yl)ethyl)-2-fluoro-5-((4-oxo-3,4-dihydrophthalazin-1-yl)methyl)benzamide